N-[2-[[(1S)-2-amino-2-oxo-1-[[(3S)-2-oxo-3-piperidyl]ethyl]ethyl]amino]-1-(cyclopropylmethyl)-2-oxo-ethyl]-4-methoxy-1H-indole-2-carboxamide NC([C@H](CC[C@H]1C(NCCC1)=O)NC(C(CC1CC1)NC(=O)C=1NC2=CC=CC(=C2C1)OC)=O)=O